C(#N)C1=CN(C2=NC(=CC(=C21)C2=C(C(=CC=C2C)O)C)C(=O)N)C2=NC=CC=C2F (P)-3-Cyano-1-(3-fluoropyridin-2-yl)-4-(3-hydroxy-2,6-dimethylphenyl)-1H-pyrrolo[2,3-b]pyridine-6-carboxamide